C(=O)(O)CCCC(=O)O 4-carboxybutyric acid